(5-(3-fluorobenzyl)pyridin-2-yl)benzamide FC=1C=C(CC=2C=CC(=NC2)C2=C(C(=O)N)C=CC=C2)C=CC1